(5-methyl-2-oxo-1,3-dioxol-4-yl)methyl (2-(2-pyridyl)-1-(phenyl)ethyl)carbamate N1=C(C=CC=C1)CC(C1=CC=CC=C1)NC(OCC=1OC(OC1C)=O)=O